7-(2,2,2-trifluoroethyl)-4,7-diazaspiro[2.5]octane-4-carboxamide FC(CN1CCN(C2(CC2)C1)C(=O)N)(F)F